2-[[4,7-dimethyl-2-[[2-[2-oxo-3-(3-oxo-4H-pyrazino[2,3-b][1,4]oxazin-6-yl)-1,3-oxazolidin-5-yl]ethylamino]methyl]-2,3-dihydro-1H-inden-5-yl]oxy]-N-methylacetamide CC1=C2CC(CC2=C(C=C1OCC(=O)NC)C)CNCCC1CN(C(O1)=O)C1=NC2=C(OCC(N2)=O)N=C1